NC1=NC=2C=CC=CC2C2=C1N=C(N2CC2=CC=C(CNC(CCCCC(C)=O)=O)C=C2)CCCC N-(4-((4-amino-2-butyl-1H-imidazo[4,5-c]quinolin-1-yl)methyl)benzyl)-6-ketoheptanoamide